C(N)(=O)CC[C@@H](C(NCC1=CC(=C(C=C1)C(C)C)Cl)=O)NC(OC(C)(C)C)=O Tert-butyl N-[(1S)-3-carbamoyl-1-[[(3-chloro-4-isopropylphenyl)methyl]carbamoyl]propyl]carbamate